Methyl ((2-hydroxyphenyl)(4-(methylthio)phenyl)methyl)(phenyl)phosphinate OC1=C(C=CC=C1)C(C1=CC=C(C=C1)SC)P(OC)(=O)C1=CC=CC=C1